chloropropene C=CCCl